(1S,5R)-3-(8-cyanoquinolin-5-yl)-N-(pyridin-4-yl)-5-(trifluoromethyl)-3-azabicyclo[3.1.0]hexane-1-carboxamide C(#N)C=1C=CC(=C2C=CC=NC12)N1C[C@@]2(C[C@@]2(C1)C(F)(F)F)C(=O)NC1=CC=NC=C1